BrC=1C(=CC(=NC1)N)OCC 5-bromo-4-ethoxy-pyridin-2-amine